C1(CC1)CN1CC[C@]23CCN(CC[C@]2([C@H]1CC1=CC=C(C=C13)O)O)CCN1C=C(C=C1)C (5aS,6R,11bS)-14-(cyclopropylmethyl)-3-(2-(3-methyl-1H-pyrrol-1-yl)ethyl)-2,3,4,5,6,7-hexahydro-6,11b-(epiminoethano)naphtho[1,2-d]azepine-5a,10(1H)-diol